COCC=1SC(=CN1)C=O 2-(methoxymethyl)thiazole-5-carbaldehyde